methyl (2S,4R)-1-glycyl-4-hydroxypyrrolidine-2-carboxylate NCC(=O)N1[C@@H](C[C@H](C1)O)C(=O)OC